5-Chloro-2-aminobenzamide ClC=1C=CC(=C(C(=O)N)C1)N